3-bromo-4-(methoxymethoxy)phenethylamine BrC=1C=C(CCN)C=CC1OCOC